BrC1=C(OCCCCCCCCCCCO)C=C(C=C1)Br 11-(2,5-Dibromophenoxy)undecan-1-ol